BrC1=C(C=CC=C1)C1=NC2=CC=CC=C2C=C1I 2-(2-bromophenyl)-3-iodoquinolin